(1R,3R,4R)-2-((R)-2-(3-chlorophenyl)-2-hydroxyacetyl)-N-((S)-1-cyano-2-((R)-2-oxopyrrolidin-3-yl)ethyl)-5,5-difluoro-2-azabicyclo[2.2.2]octane-3-carboxamide ClC=1C=C(C=CC1)[C@H](C(=O)N1[C@H]2CC([C@@H]([C@@H]1C(=O)N[C@@H](C[C@@H]1C(NCC1)=O)C#N)CC2)(F)F)O